FC1(CCN(CC1)C(C)=O)C1=CC=2/C(/N=C3N(C2C=N1)CCC3)=N/[C@H](C)C3=C(C(=CC=C3)C(F)(F)F)C (R,Z)-1-(4-fluoro-4-(5-((1-(2-methyl-3-(trifluoromethyl)phenyl)ethyl)imino)-5,7,8,9-tetrahydropyrido[4,3-e]pyrrolo[1,2-a]pyrimidin-3-yl)piperidin-1-yl)ethan-1-one